docosyl-eicosadienoic acid C(CCCCCCCCCCCCCCCCCCCCC)C(C(=O)O)=CC=CCCCCCCCCCCCCCCC